C(C)N(C=1N(C=C([N+]1C)C)C)CC 2-diethylamino-1,3,4-trimethylimidazolium